ClC1=C(C(=O)NC2=C3C=NN(C3=CC=C2)C2=CC(=CC=C2)OC(C)C)C=C(C=C1)CNC(C(C)(C)C)=O 2-chloro-5-{[(2,2-dimethylpropanoyl)amino]methyl}-N-{1-[3-(propan-2-yloxy)phenyl]-1H-indazol-4-yl}benzamide